CSC1=NOC(C1)(C)C 3-methylsulfanyl-5,5-dimethyl-2-isoxazoline